methyl 4-methoxy-2-(trifluoromethyl)pyridine-3-carboxylate COC1=C(C(=NC=C1)C(F)(F)F)C(=O)OC